C(C)(C)(C)NC(CN(C)C=1C2=C(N=C(N1)C1=NC=CC(=C1)C#CCN(C)C)CCC2)=O N-tert-butyl-2-[(2-{4-[3-(dimethylamino)prop-1-yn-1-yl]pyridin-2-yl}-5H,6H,7H-cyclopenta[d]pyrimidin-4-yl)(methyl)amino]acetamide